C1(=CC=CC=C1)OP(=O)(OC1=CC=CC=C1)O.C1(=CC(=CC(=C1)C)C)C mesitylene diphenyl-phosphate